BrC=1C=C2C(=CC=NC2=C(C1)F)N1C[C@H](CCC1)NC(OC(C)(C)C)=O tert-Butyl N-[(3S)-1-(6-bromo-8-fluoroquinolin-4-yl)piperidin-3-yl]carbamate